Trimethyl-tetradecylammonium bromide [Br-].C[N+](CCCCCCCCCCCCCC)(C)C